(S)-1-Methylpyrrolidin-3-amine CN1C[C@H](CC1)N